C(C1=CC=CC=C1)(=O)C1C(=S)NC(C1)=O benzoyl-thiosuccinimide